tert-butyl (R)-3-(2-((3-benzoyl-1-(2-(ethoxycarbonyl)-1H-pyrrol-3-yl)thioureido)methyl)phenyl)morpholine-4-carboxylate C(C1=CC=CC=C1)(=O)NC(N(C1=C(NC=C1)C(=O)OCC)CC1=C(C=CC=C1)[C@H]1N(CCOC1)C(=O)OC(C)(C)C)=S